Cl.N[C@@H]1CC[C@H](OC1)CN1CCC2(CN(C2)C2=NC=NC=C2OC2=C(C(=O)N(C(C)C)C(C)C)C=C(C=C2)F)CC1 2-((4-(7-(((2S,5R)-5-aminotetrahydro-2H-pyran-2-yl)methyl)-2,7-diazaspiro[3.5]nonan-2-yl)pyrimidin-5-yl)oxy)-5-fluoro-N,N-diisopropylbenzamide, hydrochloride